7-methylquinoxalin CC1=CC=C2N=CC=NC2=C1